OCCOC(=O)C1C2C=CC(C1)C2 Hydroxyethyl-endo,exo-5-norbornencarboxylat